α,α'-diethoxy-m-xylene C(C)OCC1=CC(=CC=C1)COCC